S1N=C(C=N1)COC1=C(C=C2C=C(NC2=C1)CNC(=O)C1(CC1)C)Cl N-((6-((1,2,5-thiadiazol-3-yl)methoxy)-5-chloro-1H-indol-2-yl)methyl)-1-methylcyclopropane-1-carboxamide